4-(2-(2-ethyl-5-methyl-1,2,3,4-tetrahydroisoquinolin-7-yl)-5H-pyrrolo[2,3-b]pyrazin-7-yl)-N,N,2-trimethylbenzamide C(C)N1CC2=CC(=CC(=C2CC1)C)C=1N=C2C(=NC1)NC=C2C2=CC(=C(C(=O)N(C)C)C=C2)C